CC(C)(CCC1=C2C(=C(C=C1O)O)C(=O)C(CO2)C3=C(C=C(C=C3)O)O)O The molecule is a hydroxyisoflavanone that is isoflavanone substituted by hydroxy groups at positions 5, 7, 2' and 4' and a 3-hydroxy-3-methylbutyl group at position 8. It is a hydroxyisoflavanone and a tertiary alcohol. It derives from a kievitone.